((5'-methyl-4-pentyl-2'-(prop-1-en-2-yl)-[1,1'-biphenyl]-2,6-diyl)bis(oxy))bis(methylene) diacetate C(C)(=O)OCOC1=CC(=CC(=C1C1=C(C=CC(=C1)C)C(=C)C)OCOC(C)=O)CCCCC